C(C)(C)(C)OC(=O)N1C=C(CCC1)C=1C=NC(=CC1)F.FC1=CC=C(C=N1)C1=CNCCC1 6'-Fluoro-1,4,5,6-tetrahydro-3,3'-bipyridine tert-Butyl-6'-fluoro-5,6-dihydro[3,3'-bipyridine]-1(4H)-carboxylate